2,2'-(cyclohexane-1,2-diylbis(methylene))bis(azanediyl)bis(oxomethylene)bis(oxy)bis(propane-2,1-diyl)diacrylate C1(C(CCCC1)CNC(=O)OC(CC(C(=O)[O-])=C)C)CNC(=O)OC(CC(C(=O)[O-])=C)C